(1S,4S)-N-(2-fluoro-3-(trifluoromethyl)phenyl)-3-(1-methyl-3-(trifluoromethyl)-1H-pyrazol-5-yl)-7-oxabicyclo[2.2.1]hept-2-ene-2-carboxamide FC1=C(C=CC=C1C(F)(F)F)NC(=O)C=1[C@@H]2CC[C@@H](C1C1=CC(=NN1C)C(F)(F)F)O2